1'-(2-(dimethylamino)ethyl)-N-(5-methyl-1H-pyrazol-3-yl)-2-((4-nitrophenyl)thio)-5,6-dihydrospiro[cyclopenta[d]pyrimidine-7,4'-piperidin]-4-amine CN(CCN1CCC2(CC1)CCC1=C2N=C(N=C1NC1=NNC(=C1)C)SC1=CC=C(C=C1)[N+](=O)[O-])C